NC=1C=2N(C=CN1)C(=NC2C2=C(C=C(C(=O)NC1=NC=CC(=C1)C(F)(F)F)C=C2)F)[C@H]2N(C1(CC1)CC2)CC#CC (S)-4-(8-amino-3-(4-(but-2-ynyl)-4-azaspiro[2.4]heptan-5-yl)imidazo[1,5-a]pyrazin-1-yl)-3-fluoro-N-(4-(trifluoromethyl)pyridin-2-yl)benzamide